O[C@H]1C[C@@H]2C(N([C@H]1C2)CC2=CC=C(C=C2)OC)=O (1S,4R,6S)-6-hydroxy-2-(4-methoxybenzyl)-2-azabicyclo[2.2.1]heptan-3-one